C(C=C)(=O)N1[C@H](CN(CC1)C=1C2=C(N=CN1)C(=C(N=C2)C2=CC(=CC1=CC=CC=C21)O)F)CC#N (S)-2-(1-acryloyl-4-(8-fluoro-7-(3-hydroxynaphthalen-1-yl)pyrido[4,3-d]pyrimidin-4-yl)piperazin-2-yl)acetonitrile